CC1=C(NC=C1CC=1C=NC(=CC1)C(F)(F)F)C(=O)O 3-methyl-4-((6-(trifluoromethyl)pyridin-3-yl)methyl)-1H-pyrrole-2-carboxylic acid